N'-(2,6-dichlorobenzyl)-N-(pyridin-3-yl)acetohydrazide ClC1=C(CNN(C(C)=O)C=2C=NC=CC2)C(=CC=C1)Cl